C(C)(=O)NC=1C(=C(C(=C(C(=O)NCC(COCC(CO)O)O)C1I)I)C(=O)NCC(CO)O)I 5-acetamido-N1-(3-(2,3-dihydroxypropoxy)-2-hydroxypropyl)-N3-(2,3-dihydroxypropyl)-2,4,6-triiodoisophthalamide